C(C)C1=CC=C(C=C1)S(=O)(=O)C=1C=NC2=CC=C(C=C2C1N1CCN(CCC1)CC(=O)O)OC(F)(F)F 2-(4-(3-((4-ethylphenyl)sulfonyl)-6-(trifluoromethoxy)quinolin-4-yl)-1,4-diazepan-1-yl)acetic acid